6,11-dioxo-12-phenyl-6,11,12,13-tetrahydrobenzo[f]naphtho[2,3-b][1,4]oxazepine-7,10-diyl diacetate C(C)(=O)OC1=CC=C(C=2C(C3=C(OC4=C(CN3C3=CC=CC=C3)C=CC=C4)C(C12)=O)=O)OC(C)=O